7-((2-(2,6-dioxopiperidin-3-yl)-7-fluoro-1-oxoisoindolin-4-yl)thio)-N,N-diisopropylheptanamide O=C1NC(CCC1N1C(C2=C(C=CC(=C2C1)SCCCCCCC(=O)N(C(C)C)C(C)C)F)=O)=O